4-hydroxy-3,3-dimethylbutyl adamantane-1-carboxylate C12(CC3CC(CC(C1)C3)C2)C(=O)OCCC(CO)(C)C